bis(triisopropylcyclopentadienyl)strontium(II) C(C)(C)C1=C(C(C=C1)(C(C)C)[Sr]C1(C(=C(C=C1)C(C)C)C(C)C)C(C)C)C(C)C